(S)-2-amino-2-methyl-butanoic acid N[C@](C(=O)O)(CC)C